O[C@@]12[C@@](OC=3C=NC=C(C31)OC)([C@@H]([C@H]([C@H]2O)CNCCOC)C2=CC=CC=C2)C2=CC=C(C#N)C=C2 |r| rac-4-((4bS,5R,6S,7S,7aR)-4b,5-dihydroxy-4-methoxy-6-(((2-methoxyethyl)amino)methyl)-7-phenyl-4b,5,6,7-tetrahydro-7aH-cyclopenta[4,5]furo[2,3-c]pyridin-7a-yl)benzonitrile